3-(1H-benzo[d]imidazol-5-yl)-4-(1-phenylethyl)oxazolidin-2-one N1C=NC2=C1C=CC(=C2)N2C(OCC2C(C)C2=CC=CC=C2)=O